NC=1C=NC2=CC=CC=C2C1N[C@H](CC)C1(CCCCC1)O 1-[(1R)-1-[(3-amino-4-quinolinyl)amino]propyl]cyclohexanol